2-(difluoromethyl)-5-(4-((4-(3-((3R,5S)-3,5-dimethylpiperazin-1-yl)phenyl)-1H-1,2,3-triazol-1-yl)methyl)-3-fluorophenyl)-1,3,4-oxadiazole FC(C=1OC(=NN1)C1=CC(=C(C=C1)CN1N=NC(=C1)C1=CC(=CC=C1)N1C[C@H](N[C@H](C1)C)C)F)F